2-amino-3,5-dichlorotoluene NC1=C(C)C=C(C=C1Cl)Cl